N1CCC=2C1=NC=CC2 1,2-dihydropyrrolo[2,3-b]pyridine